hydroxyl(oxo)vanadium O[V]=O